N-(6-(2H-1,2,3-triazol-2-yl)-5-(trifluoro-methyl)pyridin-3-yl)-2-chloro-8,8-dimethyl-7,8-dihydro-6H-cyclopenta[e]pyrazolo[1,5-a]pyrimidine-6-carboxamide N=1N(N=CC1)C1=C(C=C(C=N1)NC(=O)C1CC(C2=C1C=NC=1N2N=C(C1)Cl)(C)C)C(F)(F)F